5-(2-(((1r,4r)-4-((2-methoxyethyl)amino)cyclohexyl)amino)pyrimidin-4-yl)-2,3,3-trimethylisoindoline-1-one COCCNC1CCC(CC1)NC1=NC=CC(=N1)C=1C=C2C(N(C(C2=CC1)=O)C)(C)C